3-hydroxy-2,2,3-trimethyl-2,3-dihydrothieno[2,3-g]quinoline 1,1-dioxide OC1(C(S(C2=CC=3C=CC=NC3C=C21)(=O)=O)(C)C)C